C1(=CC=CC=C1)CNC1=C2N=CNC2=NC=N1 N-(phenyl-methyl)-9H-purin-6-amine